N-((5-(cyclopropanesulphonylamino)-1,2,4-thiadiazol-3-yl)methyl)-4-(6-ethoxypyrazin-2-yl)benzamide C1(CC1)S(=O)(=O)NC1=NC(=NS1)CNC(C1=CC=C(C=C1)C1=NC(=CN=C1)OCC)=O